COC([C@@H](NC([C@@H](NC(=O)C=1N=C(SC1)C1=CC=C(C=C1)N)COC(C)=O)=O)CO[Si](C1=CC=CC=C1)(C1=CC=CC=C1)C(C)(C)C)=O N-(O-acetyl-N-(2-(4-aminophenyl)thiazole-4-carbonyl)-L-seryl)-O-(tert-butyldiphenylsilyl)-L-serine methyl ester